Cl.NC(C(=O)O)CC(=O)C amino-levulinic acid-hydrochlorid